FC1(CC12CCNCC2)F 1,1-difluoro-6-azaspiro[2.5]octan